[Br-].N1(CCCC1)[PH+](N1CCCC1)N1CCCC1 tripyrrolidinyl-phosphonium bromide